2-octanoylthioethyltrimethoxysilane C(CCCCCCC)(=O)SCC[Si](OC)(OC)OC